ClC1=C(C=CC(=N1)C(=O)NC)N1CCN(CC1)CC1=CC=2NC(N(C(C2N=C1)=O)C)=O 6-chloro-N-methyl-5-(4-((3-methyl-2,4-dioxo-1,2,3,4-tetrahydropyrido[3,2-d]pyrimidin-7-yl)methyl)piperazin-1-yl)picolinamide